5-((((S)-2-(butoxycarbonyl)pyrrolidin-1-yl)(phenoxy)phosphoryl)methyl)benzo[b]thiophene C(CCC)OC(=O)[C@H]1N(CCC1)P(=O)(OC1=CC=CC=C1)CC1=CC2=C(SC=C2)C=C1